1-{[4-(dibenzylamino)-3,3-difluoropyrrolidin-1-yl]methyl}cyclopropan-1-ol C(C1=CC=CC=C1)N(C1C(CN(C1)CC1(CC1)O)(F)F)CC1=CC=CC=C1